CC(C(=O)O)=CC=CCCCCCCCCCCCCC 2-methyl-octadecadienoic acid